(2R)-N-((R)-(3-chloro-2,4-difluorophenyl)(3,3-dimethylcyclobutyl)methyl)-2-methyl-3-oxopiperazine-1-carboxamide ClC=1C(=C(C=CC1F)[C@H](NC(=O)N1[C@@H](C(NCC1)=O)C)C1CC(C1)(C)C)F